2-vinyl-5-fluoropyrimidine C(=C)C1=NC=C(C=N1)F